Cl.FC(=C1CC2(C1)CCNCC2)F 2-(difluoromethylene)-7-azaspiro[3.5]nonane hydrogen chloride salt